5-amino-8-[2-(hydroxymethyl)-6-methoxy-4-pyridinyl]-2-[(5-methyl-2-pyridinyl)methyl]-7-phenyl-[1,2,4]triazolo[4,3-c]pyrimidin-3-one NC1=NC(=C(C=2N1C(N(N2)CC2=NC=C(C=C2)C)=O)C2=CC(=NC(=C2)OC)CO)C2=CC=CC=C2